O1CCN(CC1)CN1C(C2=CC=CC=C2C1)=O (morpholinomethyl)isoindolin-1-one